(4-bromo-5-chloropyridin-2-yl)-2-(3-cyanophenyl)propanamide BrC1=CC(=NC=C1Cl)C(C(=O)N)(C)C1=CC(=CC=C1)C#N